Ethyl 2-((tert-butoxycarbonyl) amino)-4-chloro-5-bromonicotinate (Ethyl 2-((tert-butoxycarbonyl) amino)-4-chloro-5-Bromonicotinate) C(C)C1=NC(=C(C(=O)O)C(=C1Br)Cl)NC(=O)OC(C)(C)C.C(C)(C)(C)OC(=O)NC1=C(C(=O)OCC)C(=C(C=N1)Br)Cl